NCC=1C=CC(=NC1)C(N[C@H](C(NCCCC[C@H](NC(N[C@@H](CCC(=O)OC(C)(C)C)C(=O)OC(C)(C)C)=O)C(=O)OC(C)(C)C)=O)CC=1C=C2C=CC=NC2=CC1)=O tri-tert-butyl (3S,10S,14S)-1-[5-(aminomethyl)pyridin-2-yl]-1,4,12-trioxo-3-[(quinolin-6-yl)methyl]-2,5,11,13-tetraazahexadecane-10,14,16-tricarboxylate